5-methyl-cyanopyridine 4,5-dioxovalerate O=C(CCC(=O)O)C=O.CC=1C=CC(=NC1)C#N